(6-chloropyrimidin-4-yl)-3-[(4-methylpiperazin-1-yl)methyl]bicyclo[1.1.1]pentane-1-carboxamide ClC1=CC(=NC=N1)C1C2(CC1(C2)CN2CCN(CC2)C)C(=O)N